C(C)OC=1C=C(C=CC1C=1NC(C2=C(N1)NN=N2)=O)C2=CC(=CC=C2)[C@H]2[C@@H](C2)C(=O)O trans-2-(3'-ethoxy-4'-(7-oxo-6,7-dihydro-3H-[1,2,3]triazolo[4,5-d]pyrimidin-5-yl)-[1,1'-biphenyl]-3-yl)cyclopropane-1-carboxylic acid